4-methoxy-1,2-dimethyl-5-(4,4,5,5-tetramethyl-1,3,2-dioxaborolan-2-yl)-6-(trifluoromethyl)-1H-benzo[d]imidazole COC1=C(C(=CC=2N(C(=NC21)C)C)C(F)(F)F)B2OC(C(O2)(C)C)(C)C